C1OCC12CN(C2)C2=CC(=NC=N2)N2NC=C(C2=O)N2N=NC=C2 2-(6-(2-oxa-6-azaspiro[3.3]hept-6-yl)pyrimidin-4-yl)-4-(1H-1,2,3-triazol-1-yl)-1,2-dihydro-3H-pyrazol-3-one